[H-].[H-].[H-].N=[CH-].[Na+].[B+3] boron (3+) sodium iminomethanide trihydride